ClC=1C=C2C(=CNC2=CC1)NC(=O)N[C@@H]1C[C@H](C1)OC1=NC=C(C=C1)C(F)(F)F 1-(5-chloro-1H-indol-3-yl)-3-(trans-3-((5-(trifluoromethyl)pyridin-2-yl)oxy)cyclobutyl)urea